5-(N-(1-methylcyclopropyl)sulfamoyl)-2-((3,3,3-trifluoropropyl)amino)benzamide CC1(CC1)NS(=O)(=O)C=1C=CC(=C(C(=O)N)C1)NCCC(F)(F)F